4-(4-(pyrimidin-5-yl)butyl)phenol N1=CN=CC(=C1)CCCCC1=CC=C(C=C1)O